CN(CC(C)O)CC(C)O 1,1'-(methylazanediyl)bis(propan-2-ol)